2,2-bis-(4-hydroxy-3-methylphenyl)-propane OC1=C(C=C(C=C1)C(C)(C)C1=CC(=C(C=C1)O)C)C